5-[4-[methyl(pyrimidin-2-yl)amino]cyclohexoxy]-7-morpholino-1,6-naphthyridin-3-ol CN(C1CCC(CC1)OC1=C2C=C(C=NC2=CC(=N1)N1CCOCC1)O)C1=NC=CC=N1